2-[[6-(4-carboxyphenyl)-3-morpholinosulfonyl-4-quinolyl]amino]benzoic acid C(=O)(O)C1=CC=C(C=C1)C=1C=C2C(=C(C=NC2=CC1)S(=O)(=O)N1CCOCC1)NC1=C(C(=O)O)C=CC=C1